C(#N)CC1=CC=C(C=C1)[NH-] N-(4-cyanomethylphenyl)amide